N-methyl-α-pyrrolidone CN1CCCC1=O